trans-(4-cyano-cyclohexylmethyl)-carbamic acid tert-butyl ester C(C)(C)(C)OC(NC[C@@H]1CC[C@H](CC1)C#N)=O